ClC=1C(C2=C(C=CC(=C2C(C1Cl)=O)OC)OC)=O 2,3-dichloro-5,8-dimethoxy-1,4-naphthoquinone